C(C)N1N=C(C=C1B(O)O)C=1SC=CN1 (1-ethyl-3-(thiazol-2-yl)-1H-pyrazol-5-yl)boronic acid